tert-butyl 4-(2-((1s,4s)-4-((3-methoxy-4-methylphenyl)carbamoyl)cyclohexyl)-7-methyl-3-oxoisoindolin-5-yl)-5,6-dihydropyridine-1(2H)-carboxylate COC=1C=C(C=CC1C)NC(=O)C1CCC(CC1)N1CC2=C(C=C(C=C2C1=O)C1=CCN(CC1)C(=O)OC(C)(C)C)C